C12(CC(C1)C2)N2N=CC(=C2)C(=O)NC=2N=CC1=CC(=C(C=C1C2)C2CCN(CC2)C2(COCC2F)C)Cl 1-(bicyclo[1.1.1]pentan-1-yl)-N-(7-chloro-6-(1-(4-fluoro-3-methyltetrahydrofuran-3-yl)piperidin-4-yl)isoquinolin-3-yl)-1H-pyrazole-4-carboxamide